C1=NC=C(C2=CC=CC=C12)N1C(N(C[C@H]1C#N)C=1C=NC(=NC1)C(F)(F)F)=O (S)-3-(isoquinolin-4-yl)-2-oxo-1-(2-(trifluoromethyl)pyrimidin-5-yl)imidazolidine-4-carbonitrile